(4R,11bS)-4-(2-((R)-Naphthalen-1-yl(phenyl)silyl)phenyl)-4,5-dihydro-3H-dinaphtho[2,1-c:1',2'-e]phosphepine C1(=CC=CC2=CC=CC=C12)[Si@H](C1=C(C=CC=C1)P1CC2=C(C3=C(C1)C=CC1=CC=CC=C13)C=1C=CC=CC1C=C2)C2=CC=CC=C2